dimethoxyphthalaldehyde COC=1C(=C(C(C=O)=CC1)C=O)OC